1-(6-((4-(5-(1H-pyrazol-1-yl)pyridin-3-yl)-1H-1,2,3-triazol-1-yl)methyl)-1H-indol-2-yl)-N-(cyclobutylmethyl)methanamine N1(N=CC=C1)C=1C=C(C=NC1)C=1N=NN(C1)CC1=CC=C2C=C(NC2=C1)CNCC1CCC1